C(#C)OCCOCCO 2-(2-ethynoxyethoxy)ethanol